Cl.NC1=CC(=NC=N1)NC1=CC(=C2N(C1=O)C1(CCC(CC1)(F)F)NC2=O)Cl 6-[(6-aminopyrimidin-4-yl)amino]-8-chloro-4',4'-difluoro-spiro[2H-imidazo-[1,5-a]pyridine-3,1'-cyclohexane]-1,5-dione hydrochloride